ClC=1N=C(C=2CCN(CC2C1C#N)C(=O)C1=CC(=NC=C1)OCC(F)F)NCC#N 3-chloro-1-[(cyanomethyl)amino]-6-[2-(2,2-difluoroethoxy)pyridine-4-carbonyl]-5,6,7,8-tetrahydro-2,6-naphthyridine-4-carbonitrile